C(C)C(O)C=1N(C2=CC=C(C=C2C1)N)C Ethyl-(5-amino-1-methyl-1H-indol-2-yl)methanol